C(C1=CC=CC=C1)N1CCN(C12COC2)C(=O)C2=CC=C(C=C2)/C=C/C(=O)C=2C=C(C#N)C=CC2 (E)-3-(3-(4-(8-benzyl-2-oxa-5,8-diazaspiro[3.4]octane-5-carbonyl)phenyl)acryloyl)benzonitrile